BrC=1C(=NC=CC1)C(C(C(=O)OCC)=C)O ethyl 2-[(3-bromopyridin-2-yl) (hydroxy)methyl]prop-2-enoate